ClC=1C(=C(NC=2C3=C(N=CN2)C=NC(=C3)N3CCN(C2(CC2)C3)C(C=C)=O)C=CC1OC(F)F)F 1-[7-[4-[3-chloro-4-(difluoromethoxy)-2-fluoro-anilino]pyrido[3,4-d]pyrimidin-6-yl]-4,7-diazaspiro[2.5]octan-4-yl]prop-2-en-1-one